FC(C=1C=CC(=NC1)[C@H](C)NC1CC1)(F)F (S)-N-(1-(5-(trifluoromethyl)pyridin-2-yl)ethyl)cyclopropylamine